(S,E)-3-(3-Oxo-3-(4-(thiazol-2-ylmethyl)-5,6-dihydropyridin-1(2H)-yl)prop-1-en-1-yl)-7,8,9,9a-tetrahydro-5H-pyrido[2,3-e]pyrrolo[1,2-a][1,4]diazepin-10(11H)-on O=C(/C=C/C1=CC2=C(NC([C@H]3N(C2)CCC3)=O)N=C1)N1CC=C(CC1)CC=1SC=CN1